ClC1=C(C=2N=C(N=C(C2C(O1)=O)NCC1(CCC1)N(C(OC(C)(C)C)=O)C)SC)C tert-butyl N-[1-({[7-chloro-8-methyl-2-(methylsulfanyl)-5-oxopyrano[4,3-d]pyrimidin-4-yl]amino}methyl)cyclobutyl]-N-methylcarbamate